[(2S,3S,4R,5R)-4-acetoxy-3-benzyloxy-2-(benzyloxymethyl)-5-(5-methyl-2,4-dioxo-pyrimidin-1-yl)tetrahydrofuran-2-yl]methyl acetate C(C)(=O)OC[C@@]1(O[C@H]([C@@H]([C@@H]1OCC1=CC=CC=C1)OC(C)=O)N1C(NC(C(=C1)C)=O)=O)COCC1=CC=CC=C1